C(C)(C)(C)[S@](=O)N[C@@H](CC(C)C)C1=CC(=CS1)C(=N)N 5-((S)-1-(((S)-tert-butylsulfinyl)amino)-3-methylbutyl)thiophene-3-carboxamidine